methyl 2-amino-5-chloro-4-(trifluoromethyl)benzoate NC1=C(C(=O)OC)C=C(C(=C1)C(F)(F)F)Cl